(S)-2-Methyl-5-((1-methylazetidin-2-yl)methoxy)-N-(1-(7-(6-oxo-1,6-dihydropyridin-3-yl)quinolin-5-yl)cyclopropyl)benzamide CC1=C(C(=O)NC2(CC2)C2=C3C=CC=NC3=CC(=C2)C2=CNC(C=C2)=O)C=C(C=C1)OC[C@H]1N(CC1)C